3-amino-N-(1-methylpiperidin-4-yl)-6-[5-(prop-2-enamido)-1H-indol-3-yl]pyridine-2-carboxamide NC=1C(=NC(=CC1)C1=CNC2=CC=C(C=C12)NC(C=C)=O)C(=O)NC1CCN(CC1)C